OC[C@H](C1=CC=CC=C1)NC1=NC(=NC=C1C=1OC(=NN1)C)NC1=CC=C2C(=N1)N(N(C2=O)C)C(C)C (S)-6-((4-((2-hydroxy-1-phenylethyl)amino)-5-(5-methyl-1,3,4-oxadiazol-2-yl)pyrimidin-2-yl)amino)-1-isopropyl-2-methyl-1,2-dihydro-3H-pyrazolo[3,4-b]pyridin-3-one